C(C)(C)(C)OC(=O)N1CCC2([C@@H](C(CO2)(C)C)N[S@](=O)C(C)(C)C)CC1 (R)-4-(((R)-tert-butylsulfinyl)amino)-3,3-dimethyl-1-oxa-8-azaspiro[4.5]decane-8-carboxylic acid tert-butyl ester